ethyl 4-(2,2-dimethyl-4,6-dioxo-1,3-dioxane-5-yl)-3-oxobutyrate CC1(OC(C(C(O1)=O)CC(CC(=O)OCC)=O)=O)C